C(N)(=O)C1CCN(CC1)C1=NC=C(C(=O)NC2CN(CC2)C#N)C=C1 6-(4-carbamoyl-piperidin-1-yl)-N-(1-cyanopyrrolidin-3-yl)nicotinamide